tert-butyl 4-(3-((3-amino-3-oxopropyl)amino)-5-fluorobenzo[d]isoxazol-6-yl)piperidine-1-carboxylate NC(CCNC1=NOC2=C1C=C(C(=C2)C2CCN(CC2)C(=O)OC(C)(C)C)F)=O